C(CCCCCCCCCCCCCCCCCCCCC)(=O)OCCCCCCCCCCCC n-dodecyl docosanoate